B.[Be] Beryllium boron hydride